C(=O)([O-])CN(C(=O)N[C@H](C(=O)[O-])CSC\C=C(\CCCC(CCCC(CCCC(C)C)C)C)/C)CC.[Na+].[Na+] disodium (2R)-2-{[(carboxylatomethyl)(ethyl)carbamoyl]amino}-3-{[(2E)-3,7,11,15-tetramethylhexadec-2-en-1-yl]sulfanyl}-propanoate